ClC=1N=C(C2=C(N1)CCN(C2)C(=O)OCCCC)SC butyl 2-chloro-4-(methylthio)-7,8-dihydropyrido[4,3-d]pyrimidine-6(5H)-carboxylate